OCCC(C(=O)O)=C γ-hydroxy-α-methylenebutyric acid